3-(5-amino-8-(1-ethyl-1H-pyrazol-5-yl)-2-(pyridin-2-ylmethyl)-[1,2,4]triazolo[1,5-c]pyrimidin-7-yl)benzonitrile NC1=NC(=C(C=2N1N=C(N2)CC2=NC=CC=C2)C2=CC=NN2CC)C=2C=C(C#N)C=CC2